[Mg].[Mg] magnesium-magnesium